4-(4-(1-(3-Fluorobenzoyl)azetidine-3-carbonyl)-3,4-dihydro-2H-pyrido[4,3-b][1,4]oxazin-8-yl)benzonitrile FC=1C=C(C(=O)N2CC(C2)C(=O)N2C3=C(OCC2)C(=CN=C3)C3=CC=C(C#N)C=C3)C=CC1